C(C)(C)CC(=O)O.[2H][C@](N)(C)C(=O)O L-2-deuteroalanine isopropyl-acetate